N[C@@H]1[C@@H](CCCC1)NC1=NC=C(C(=N1)NC1=CC(=CC(=C1)Cl)Cl)C(=O)N 2-(Cis-2-aminocyclohexylamino)-4-(3,5-dichloroanilino)pyrimidine-5-carboxamide